2-bromo-1-(2-methoxyethoxy)-4-nitrobenzene BrC1=C(C=CC(=C1)[N+](=O)[O-])OCCOC